Diethyl (3-((8-amino-2-chloro-5-(4-methoxybenzyl)-5H-pyrimido[5,4-b]indol-4-yl)amino)propyl)phosphonate NC1=CC=2C3=C(N(C2C=C1)CC1=CC=C(C=C1)OC)C(=NC(=N3)Cl)NCCCP(OCC)(OCC)=O